C(C=C)C=1C(=C(C(=O)O)C=CC1)O 3-allyl-2-hydroxybenzoic acid